The molecule is a benzazepine. It has a role as a dopaminergic antagonist, a vasodilator agent, an alpha-adrenergic agonist, a dopamine agonist and an antihypertensive agent. C1CNCC(C2=CC(=C(C(=C21)Cl)O)O)C3=CC=C(C=C3)O